CC=1NC(=C(C1C(C)=O)C1=CC=CC2=CC=CC=C12)C1=NC2=C(N1)C=CC(=C2)N2CCN(CC2)C 1-(2-methyl-5-(5-(4-methylpiperazin-1-yl)-1H-benzo[d]imidazol-2-yl)-4-(naphthalen-1-yl)-1H-pyrrol-3-yl)ethan-1-one